1-phenylethanon C1(=CC=CC=C1)C(C)=O